(S)-1-(((S)-tert-butylsulfinyl)amino)-N-(3-chloro-4-fluorophenyl)-7-fluoro-2,3-dihydro-1H-indene-4-carboxamide C(C)(C)(C)[S@](=O)N[C@H]1CCC=2C(=CC=C(C12)F)C(=O)NC1=CC(=C(C=C1)F)Cl